6-Bromo-8-fluoroquinazolin-2,4(1H,3H)-dione BrC=1C=C2C(NC(NC2=C(C1)F)=O)=O